methyl 3,5-difluoro-2-nitro-benzoate FC=1C(=C(C(=O)OC)C=C(C1)F)[N+](=O)[O-]